4-(phenoxymethyl)piperidin hydrochloride Cl.O(C1=CC=CC=C1)CC1CCNCC1